C(=O)(O)C=1C=C(OC2=CC(=CC=C2)OC2=CC(=CC=C2)C(=O)O)C=CC1 1,3-di(3-carboxyl-phenoxy)benzene